C(#N)C1=CC(=CC2=C1SC(=C2)B(O)O)C2(OCCO2)C (7-cyano-5-(2-methyl-1,3-dioxolan-2-yl)benzo[b]thiophen-2-yl)boronic acid